C(#N)C1=C(C=C2N(CCN(C2=C1)C1=C2C=C(C(N(C2=CC(=C1)OC)C)=O)C)C)N1CCC(CC1)C(=O)O 1-(7-cyano-1-(7-methoxy-1,3-dimethyl-2-oxo-1,2-dihydroquinolin-5-yl)-4-methyl-1,2,3,4-tetrahydroquinoxalin-6-yl)piperidine-4-carboxylic acid